C(C)(C)(C)OC(=O)N1[C@H](CCC(C1)=O)CO[Si](C1=CC=CC=C1)(C1=CC=CC=C1)C(C)(C)C (2R)-2-[[tert-butyl-(diphenyl)silyl]oxymethyl]-5-oxo-piperidine-1-carboxylic acid tert-butyl ester